N1(C=CC=C1)P(OC1=C(C=2CCCCC2C=C1)C1=C(C=CC=2CCCCC12)OP(N1C=CC=C1)N1C=CC=C1)N1C=CC=C1 2,2'-bis((di(1H-pyrrol-1-yl)phosphaneyl)oxy)-5,5',6,6',7,7',8,8'-octahydro-1,1'-binaphthalene